COC=1C=CC2=C(CNCC(O2)(C)C)C1 7-Methoxy-2,2-dimethyl-2,3,4,5-tetrahydrobenzo[f][1,4]oxazepine